NC1=NC(=NC(=N1)N)SCCSC(CS)CSCCSC1=NC(=NC(=N1)N)N 2,3-bis((2-((4,6-diamino-1,3,5-triazin-2-yl)thio)ethyl)thio)propane-1-thiol